C(C)(C)(C)OC(CSC1=C(C(=NC=C1)C(C)C)N1C(N=C(C2=C1N=C(C(=C2)F)Cl)O)=O)=O 2-((3-(7-chloro-6-fluoro-4-hydroxy-2-oxopyrido[2,3-d]pyrimidin-1(2H)-yl)-2-isopropylpyridin-4-yl)mercapto)acetic acid tert-butyl ester